2-(3-(methoxy)propyl)-1-(4-methoxybenzyl)-1H-imidazo[4,5-d]thieno[3,2-b]pyridine-5-oxide COCCCC1=NC=2C(=C3C(=[N+](C2)[O-])C=CS3)N1CC1=CC=C(C=C1)OC